4-AMINO-1H-BENZO[C][1,2,6]THIADIAZINE NC=1C2=C(NSN1)C=CC=C2